benzyl phenyl methacrylate C/C(=C\C1=CC=CC=C1)/C(=O)OCC2=CC=CC=C2